C(C1=CC=CC=C1)OC(N[C@@H]1[C@@H](CNCC1)F)=O ((cis)-3-fluoropiperidin-4-yl)carbamic acid benzyl ester